OC1=C(C=CC(=C1)C1OC2=CC(=CC=C2C(C1O)=O)O)[O-] 2-hydroxy-4-(3,7-dihydroxy-4-oxo-2,3-dihydro-4H-chromen-2-yl)phenolate